COC(=O)C=1C=C2C(=NN(C2=CC1)C1CS(C1)(=O)=O)C.CNCC1=CC=CC(=N1)[C@@H](C)NC(CC)=O N-[(1R)-1-{6-[(methylamino)methyl]pyridin-2-yl}ethyl]propionamide methyl-1-(1,1-dioxidothietan-3-yl)-3-methyl-1H-indazole-5-carboxylate